COC(=O)C1=NC(=C(C(=C1Cl)N)F)C1=CC=C2C=CN(C2=C1F)C(COC)=O methyl-4-amino-3-chloro-5-fluoro-6-[7-fluoro-1-(methoxyacetyl)-1H-indol-6-yl]pyridine-2-carboxylate